8-benzyl-7-hydroxy-8-azabicyclo[3.2.1]octan-2-one C(C1=CC=CC=C1)N1C2C(CCC1CC2O)=O